BrC=1C=C(C=NC1[C@H](C)OC)N1CCN(CC1)CC(F)(F)F 1-[5-bromo-6-[(1S)-1-methoxyethyl]-3-pyridyl]-4-(2,2,2-trifluoroethyl)piperazine